COC=1C=C(CNC(CNC=2SC3=C(N2)C=CC(=C3)[N+](=O)[O-])=O)C=CC1OC N-(3,4-dimethoxybenzyl)-2-((6-nitrobenzo[d]thiazol-2-yl)amino)acetamide